O=C(CCOCC1NCC1)N1CCN(CC1)C1=NC=C(C=N1)C(F)(F)F 2-((3-oxo-3-(4-(5-(trifluoromethyl)pyrimidin-2-yl)piperazin-1-yl)propoxy)methyl)azetidin